C(CCC\C=C/CC)OC(CCCC(=O)OCCCCCCCN(CCCCCCCOC(CCCC(OCCCC\C=C/CC)OCCCC\C=C/CC)=O)CCO)OCCCC\C=C/CC ((2-hydroxyethyl)azanediyl)bis(heptane-7,1-diyl) bis(5,5-bis(((Z)-oct-5-en-1-yl)oxy)pentanoate)